FC1=C(C=CC=C1F)C(C(C)=O)=C 3-(2,3-difluorophenyl)but-3-en-2-one